7-[difluoro-[6-(trifluoromethyl)-3-pyridinyl]methyl]-3,4-dihydro-1H-isoquinoline-2-carboxylic acid tert-butyl ester C(C)(C)(C)OC(=O)N1CC2=CC(=CC=C2CC1)C(C=1C=NC(=CC1)C(F)(F)F)(F)F